2-[(benzyloxy)methyl]prop-2-en-1-ol C(C1=CC=CC=C1)OCC(CO)=C